C1(=CC=C(C=C1)C[C@H](C[C@H](C(=O)OCC)C)NC(CCC(=O)[O-])=O)C1=CC=CC=C1.[K+] potassium 4-(((2S,4R)-1-([1,1'-biphenyl]-4-yl)-5-ethoxy-4-methyl-5-oxopentan-2-yl)amino)-4-oxobutanoate